N-((1r,4R)-4-(3-chloro-4-cyanophenoxy)cyclohexyl)-6-((R)-2-((4-(4-(2,4-dioxotetrahydropyrimidin-1(2H)-yl)-1H-indazol-1-yl)piperidin-1-yl)methyl)morpholino)pyridazine-3-carboxamide ClC=1C=C(OC2CCC(CC2)NC(=O)C=2N=NC(=CC2)N2C[C@H](OCC2)CN2CCC(CC2)N2N=CC3=C(C=CC=C23)N2C(NC(CC2)=O)=O)C=CC1C#N